Bromovinyl-Hydroxymethyl-Dioxolan BrC=CC1(OCCO1)CO